2-(2-bromophenyl)-4,4,5,5-tetramethyl-1,3,2-dioxaborolan BrC1=C(C=CC=C1)B1OC(C(O1)(C)C)(C)C